N1(CCC1)S(=O)(=O)C1=CC=C(C=C1)C1=CC=C(C=C1)C[C@@H](C#N)NC(=O)[C@H]1OCCCNC1 (2S)-N-{(1S)-2-[4'-(azetidin-1-ylsulfonyl)biphenyl-4-yl]-1-cyanoethyl}-1,4-oxaazepan-2-carboxamide